S(N)(OC[C@@H]1[C@H](C[C@@H](C1)NC1=NC=NC=C1C(=O)C=1SC(=C(C1)[C@@H](C)C1=CC(=CC=C1)Cl)C)O)(=O)=O [(1R,2S,4R)-4-{[5-({4-[(1S)-1-(3-chlorophenyl)ethyl]-5-methyl-2-thienyl}carbonyl)pyrimidin-4-yl]amino}-2-hydroxycyclopentyl]methyl sulfamate